5-(1-{2-fluoro-5-methoxy-4-[(3-methylcyclobutyl)methoxy]benzoyl}piperidin-4-yl)-4-methoxypyridin-2-amine trifluoroacetate FC(C(=O)O)(F)F.FC1=C(C(=O)N2CCC(CC2)C=2C(=CC(=NC2)N)OC)C=C(C(=C1)OCC1CC(C1)C)OC